CN1C(CCC1)C=1N=C2N(C=C(C=C2)NC(=O)C=2C=NC(=CC2)N2N=CC=C2)C1 N-[2-(1-methylpyrrolidin-2-yl)imidazo[1,2-a]pyridin-6-yl]-6-(1H-pyrazol-1-yl)pyridine-3-carboxamide